methyl 2-(2-aminoethyl)-5-methoxy-2H-indazole-3-carboxylate NCCN1N=C2C=CC(=CC2=C1C(=O)OC)OC